FC1=C(C=C(C=C1)C1=CC=C(C=C1)COCCCCCCN1C[C@@H]([C@H]([C@@H]([C@H](C1)O)O)O)O)OC (3S,4R,5R,6S)-1-{6-[(4'-fluoro-3'-methoxy-4-biphenylyl)methoxy]hexyl}-3,4,5,6-azepanetetrol